OC1=CC2=C(CC(O2)=C\C=C\C2=CC(=CC=C2)C(F)(F)F)C=C1 6-hydroxy-2-((E)-3-(3-(trifluoromethyl)phenyl)allylidene)benzofuran